C(C)(C)(C)OC(=O)N1[C@H](CN([C@@H](C1)CO)C(C(=O)OCC)C1=CC=C(C=C1)F)C (2S,5S)-4-(2-ethoxy-1-(4-fluorophenyl)-2-oxoethyl)-5-(hydroxymethyl)-2-methylpiperazine-1-carboxylic acid tert-butyl ester